BrC=1C=C2C=C(C(NC2=CC1)=O)C1=CC=C(C=C1)[N+](=O)[O-] 6-bromo-3-(4-nitrophenyl)quinolin-2(1H)-one